(2-bromo-4,5-difluorophenyl)acetic acid BrC1=C(C=C(C(=C1)F)F)CC(=O)O